1-(6-cyanopyridin-3-yl)-3-(3-{4-[(1-methylpiperidin-4-yl)amino]-1-(2,2,2-trifluoroethyl)-1H-indol-2-yl}prop-2-yn-1-yl)urea C(#N)C1=CC=C(C=N1)NC(=O)NCC#CC=1N(C2=CC=CC(=C2C1)NC1CCN(CC1)C)CC(F)(F)F